FC1=CC2=C(N(C(=N2)N2C[C@H]([C@@H](CC2)F)N)CC2=NOC(=C2)C)C=C1F (3R,4R)-1-(5,6-Difluoro-1-((5-methylisoxazol-3-yl)methyl)-1H-benzo[d]imidazol-2-yl)-4-fluoropiperidin-3-amin